C(CCCN(C([O-])=O)CCCNC(=O)OC(C)(C)C)N(C([O-])=O)CCCNC(=O)OC(C)(C)C butane-1,4-diylbis((3-((tert-butoxycarbonyl) amino) propyl) carbamate)